(3r,5s)-4-{4-methoxy-6-[2-(trimethylsilyl)ethynyl]pyrimidin-2-yl}-3,5-dimethylmorpholine COC1=NC(=NC(=C1)C#C[Si](C)(C)C)N1[C@@H](COC[C@@H]1C)C